C(=C)[Si](O[Si](C)(C)C)(C)C=C Divinyltetramethyldisiloxan